N2-(2,6-dioxo-3-piperidyl)-N5-(1-phenylethyl)pyridine-2,5-dicarboxamide O=C1NC(CCC1NC(=O)C1=NC=C(C=C1)C(=O)NC(C)C1=CC=CC=C1)=O